(S)-N-((R)-1-cyano-2-(6-(3-methyl-2-oxo-2,3-dihydrobenzo[d]oxazol-5-yl)pyridin-3-yl)ethyl)-1,4-oxazepane-2-carboxamide C(#N)[C@@H](CC=1C=NC(=CC1)C=1C=CC2=C(N(C(O2)=O)C)C1)NC(=O)[C@H]1OCCCNC1